[Si](C1=CC=CC=C1)(C1=CC=CC=C1)(C(C)(C)C)OC(CC1=NC(=NO1)C=1C=CC(=C(C1)N(C(=O)C1=CN=C2N1C=CC=C2)C)C)C(F)F N-(5-(5-(2-((tert-butyldiphenylsilyl)oxy)-3,3-difluoropropyl)-1,2,4-oxadiazol-3-yl)-2-methylphenyl)-N-methylimidazo[1,2-a]pyridine-3-carboxamide